ClC1=CC=C(C=C1)C1=C(CCC(C1)(C)C)C(=O)N1[C@H]2CN([C@@H](C1)C2)CC=2C=C1CN(C(C1=CC2)=O)C2CNCCC2 3-(5-(((1R,4R)-5-(4'-chloro-5,5-dimethyl-3,4,5,6-tetrahydro-[1,1'-biphenyl]-2-carbonyl)-2,5-diazabicyclo[2.2.1]heptan-2-yl)methyl)-1-oxoisoindolin-2-yl)piperidine